OC1=C(C(=CC(=C1)OC)O)C(CO)=O 1-(2,6-dihydroxyl-4-methoxyphenyl)-2-hydroxyethan-1-one